CC(CCCCC(C(=C)C(=O)O)C(=O)OC)O 9-hydroxyhexylitaconic acid